3,5-dimethyl-2-[7-[1,4-dimethylpiperazin-2-yl]-1,8-naphthyridin-2-yl]phenol CC=1C(=C(C=C(C1)C)O)C1=NC2=NC(=CC=C2C=C1)C1N(CCN(C1)C)C